1-((1H-pyrazolo[3,4-b]pyridin-5-yl)methyl)-N-(5-(1,1,1-trifluoro-2-methylpropan-2-yl)isoxazol-3-yl)indoline-6-carboxamide N1N=CC=2C1=NC=C(C2)CN2CCC1=CC=C(C=C21)C(=O)NC2=NOC(=C2)C(C(F)(F)F)(C)C